FC1=C(CNC2=NC(=NC=C2C(=O)N)NC=2C=NN(C2)C)C(=CC=C1)Cl 4-((2-fluoro-6-chlorobenzyl)amino)-2-((1-methyl-1H-pyrazol-4-yl)amino)pyrimidin-5-carboxamide